trans-4-(1-acetyl-5-methylpiperazin-2-yl)-6-chloro-6'-fluoro-N-methyl-[2,4'-bipyridine] C(C)(=O)N1[C@H](CN[C@@H](C1)C)C=1C=C(N(C(C1)Cl)C)C1=CC=NC(=C1)F